ClC1=C2C=C(NC2=CC=C1)C=O 4-CHLORO-1H-INDOLE-2-CARBALDEHYDE